2-Isopropyl-2-sec-butyl-1,3-dimethoxypropane C(C)(C)C(COC)(COC)C(C)CC